N-(4-(5-(methylsulfonyl)benzo[d]oxazol-2-yl)benzyl)nicotinamide hydrochloride Cl.CS(=O)(=O)C=1C=CC2=C(N=C(O2)C2=CC=C(CNC(C3=CN=CC=C3)=O)C=C2)C1